FC1=C(C=C(C(=C1)F)OC)C=1C=NC=2N(C1)C=C(N2)COC2=CC=CC=C2 6-(2,4-difluoro-5-methoxyphenyl)-2-phenoxymethylimidazo[1,2-a]pyrimidine